O[C@@H]1C[C@H](C1)C1=NC=2C(=NC=CC2C2CCN(CC2)C(=O)C2=C(C=C(C=C2)OC(F)(F)F)NC(OC(C)(C)C)=O)N1 (trans)-tert-Butyl N-[2-[4-[2-(3-hydroxycyclobutyl)-3H-imidazo[4,5-b]pyridin-7-yl]piperidine-1-carbonyl]-5-(trifluoromethoxy)phenyl]carbamate